C12(C(CCC(C1(C)C)C2)C)B pinanylborane